fluoro-5,6,7,8-tetrahydro-1,6-naphthyridine-2-sulfonate FC=1C(=NC=2CCNCC2C1)S(=O)(=O)[O-]